ClC1=C(C(=CC=C1)Cl)C=1N=C2C=3C=C(C=NC3C=CN2C1C(=O)N)C1=C2N(N=C1)CCC2 2-(2,6-Dichlorophenyl)-9-(5,6-dihydro-4H-pyrrolo[1,2-b]pyrazol-3-yl)imidazo[2,1-f][1,6]naphthyridine-3-carboxamide